C1(CCCC1)N(C1=CC=C(C=C1)[C@@H]1N(CCC[C@H]1C(NC1=CC(=C(C=C1)C)C(F)(F)F)=O)C(=O)OC(C)(C)C)C=1C2=C(N=CN1)C=CC=N2 tert-butyl (2R,3R)-2-[4-[cyclopentyl(pyrido[3,2-d]pyrimidin-4-yl)amino]phenyl]-3-[[4-methyl-3-(trifluoromethyl)phenyl]carbamoyl]piperidine-1-carboxylate